(S)-2-amino-3-(4'-(dimethylphosphoryl)-3-fluoro-[1,1'-biphenyl]-4-yl)propionitrile 4-methyl-Benzenesulfonate CC1=CC=C(C=C1)S(=O)(=O)O.N[C@H](C#N)CC1=C(C=C(C=C1)C1=CC=C(C=C1)P(=O)(C)C)F